C(C)(C)(C)OC(=O)N1CC=2C(CC1)=NN(C2C)C2=CC=C(C=C2)CN2C1=NC(=NC=C1NC2=O)Cl 2-[4-[(2-chloro-8-oxo-7H-purin-9-yl)methyl]phenyl]-3-methyl-4H,6H,7H-pyrazolo[4,3-c]pyridine-5-carboxylic acid tert-butyl ester